C1=CC(=CC=2C3=CC=CC=C3NC12)C=1C=CC=2NC3=CC=CC=C3C2C1 9'H-3,3'-bicarbazole